Methyl (4-((7-cyano-2-((4,4-difluoro-4,5,6,7-tetrahydropyrazolo[1,5-a]pyridin-2-yl)amino)-1-methyl-1H-imidazo[4,5-b]pyridin-6-yl)oxy)pyridin-2-yl)carbamate C(#N)C1=C2C(=NC=C1OC1=CC(=NC=C1)NC(OC)=O)N=C(N2C)NC2=NN1C(C(CCC1)(F)F)=C2